C(CCCCCCCCC)P(O)(=O)CCCCCCCCCC didecyl-phosphinic acid